CC1N(C(C2=CC(=CC=C12)C(=O)N)=O)CC1=CC2=C(NC(O2)=O)C=C1 1-methyl-3-oxo-2-((2-oxo-2,3-dihydrobenzo[d]oxazol-6-yl)methyl)isoindoline-5-carboxamide